C(C)(C)(C)OC(=O)N1CC(CC1)C1=NN(C2=CC=C(C=C12)C(=O)OC)C methyl 3-[1-(tert-butoxycarbonyl)pyrrolidin-3-yl]-1-methylindazole-5-carboxylate